(E)-3-[4-(octyloxy)phenyl]methacrylic acid C(CCCCCCC)OC1=CC=C(C=C1)/C=C(/C(=O)O)\C